C(#N)CC1N(CCN(C1)C=1C2=C(N=C(N1)OC[C@H]1N(CCC1)C)CN(CC2)C2=CC=CC1=CC=C(C=C21)F)C(=O)OC(C)(C)C tert-butyl 2-(cyanomethyl)-4-[7-(7-fluoro-1-naphthyl)-2-[[(2S)-1-methylpyrrolidin-2-yl]methoxy]-6,8-dihydro-5H-pyrido[3,4-d]pyrimidin-4-yl]piperazine-1-carboxylate